(benzotriazol-1-yl)oxytripyrrolidinyl-phosphonium hexafluorophosphate F[P-](F)(F)(F)(F)F.N1(N=NC2=C1C=CC=C2)O[P+](N2CCCC2)(N2CCCC2)N2CCCC2